1,4,6-Tri-O-galloyl-β-D-glucose C(C1=CC(O)=C(O)C(O)=C1)(=O)O[C@H]1[C@H](O)[C@@H](O)[C@H](OC(C2=CC(O)=C(O)C(O)=C2)=O)[C@H](O1)COC(C1=CC(O)=C(O)C(O)=C1)=O